(R)-4-(dideutero(2,4-dimethylthiazol-5-yl)methyl)-8-fluoro-1-methyl-N-(1-methylcyclopropyl)-5-oxo-1,2,4,5-tetrahydroimidazo[1,2-a]quinazoline-7-sulfonamide [2H]C(N1C=2N(C3=CC(=C(C=C3C1=O)S(=O)(=O)NC1(CC1)C)F)[C@@H](CN2)C)(C2=C(N=C(S2)C)C)[2H]